2,5-diphenyl-1,3-oxazole C1(=CC=CC=C1)C=1OC(=CN1)C1=CC=CC=C1